1-(4-pentynyl)-azepine C(CCC#C)N1C=CC=CC=C1